[Cr].[Ru] Ruthenium-chromium